(1s,3s)-3-(5-bromopyrimidin-2-yl)-3-hydroxy-1-methylcyclobutane-1-carbonitrile BrC=1C=NC(=NC1)C1(CC(C1)(C#N)C)O